N-(3-(6-chloro-2-(hydroxymethyl)pyridin-3-yl)oxetan-3-yl)-2-methylpropane-2-sulfinamide ClC1=CC=C(C(=N1)CO)C1(COC1)NS(=O)C(C)(C)C